Cl.NC1(C(C(CCC1)O)=O)C1=C(C=C(C=C1)F)C(F)(F)F 2-amino-2-(4-fluoro-2-(trifluoromethyl)phenyl)-6-hydroxycyclohexane-1-one hydrochloride